N(C1=CC=CC=C1)C=1N2C(C(=C3CCCCC13)C#N)=NC1=C2C=CC=C1 11-anilino-7,8,9,10-tetrahydrobenzimidazolo[1,2-b]isoquinoline-6-carbonitrile